(3R,4R)-3-amino-1-hydroxy-4-methyl-pyrrolidin-2-one N[C@H]1C(N(C[C@H]1C)O)=O